8-(3-pyrimidin-5-yl-1H-pyrrolo[2,3-b]pyridin-4-yl)-2,8-diazaspiro[4.5]decane N1=CN=CC(=C1)C1=CNC2=NC=CC(=C21)N2CCC1(CCNC1)CC2